ClC=1C(=C(CN2[C@@H](C[C@@](CC2)(C(=O)O)CC2=NC(=CC(=C2F)CC)NC2=NNC(=C2)C)CC)C=CC1)F (2R,4R)-1-(3-chloro-2-fluorobenzyl)-2-ethyl-4-((4-ethyl-3-fluoro-6-((5-methyl-1H-pyrazol-3-yl)-amino)pyridin-2-yl)methyl)piperidine-4-carboxylic acid